N-(3-(1-(cyclopentylmethyl)-1H-indol-7-yl)-1H-pyrazol-5-yl)-4-((1-methylpiperidin-4-yl)amino)benzamide C1(CCCC1)CN1C=CC2=CC=CC(=C12)C1=NNC(=C1)NC(C1=CC=C(C=C1)NC1CCN(CC1)C)=O